3-(1-methylethyl)bicyclo[2.2.1]hept-5-ene-2-carboxylic acid ethyl ester C(C)OC(=O)C1C2C=CC(C1C(C)C)C2